[O-2].[La+3].[O-2].[O-2].[La+3] Lanthanum oxide